C1(=CC=CC=2OC3=C(C21)C=CC=C3)C3=CC=C2C=CC1=CC=CC4=CC=C3C2=C14 dibenzofuranylpyrene